C(CC)N(C(=O)C=1N=C(SC1)C=1C=NN(C1)C=1C=NC=CC1)[C@H]1CNCC1 N-propyl-2-[1-(pyridin-3-yl)-1H-pyrazol-4-yl]-N-[(3R)-pyrrolidin-3-yl]-1,3-thiazole-4-carboxamide